CN(CCOC1=C(C=C(C=C1)NC1=NC=C(C(=N1)C1=CN(C2=CC=CC=C12)C)C(F)(F)F)NC(C)=O)C N-(2-(2-(dimethylamino)ethoxy)-5-((4-(1-methyl-1H-indol-3-yl)-5-(trifluoromethyl)pyrimidin-2-yl)amino)phenyl)acetamide